CC1=C(N=CN1C[C@H]1OCC1)C12CC(C1)(C2)C(=O)OC methyl (S)-3-(5-methyl-1-(oxetan-2-ylmethyl)-1H-imidazol-4-yl)bicyclo[1.1.1]pentane-1-carboxylate